ClCC=1N=C(OC1C)[C@@]1(C[C@H](CC1)N(S(=O)(=O)C)CC1=CC=C(C=C1)OC)CC=1C=C(C=CC1)C1=C(C=CC=C1)O N-[(1S,3R)-3-[4-(chloromethyl)-5-methyl-1,3-oxazol-2-yl]-3-{(2'-hydroxy-[1,1'-biphenyl]-3-yl)methyl}cyclopentyl]-N-[(4-methoxyphenyl)methyl]methanesulfonamide